NC1=NC(=C(C2=C1N=C(N2C[C@@](CO)(C)COC)COCC)C)C (R)-3-(4-amino-2-(ethoxymethyl)-6,7-dimethyl-1H-imidazo[4,5-c]pyridin-1-yl)-2-(methoxymethyl)-2-methylpropan-1-ol